diethyl-amyl-phosphine C(C)P(CCCCC)CC